N-methyl-N-(hydroxypropyl)dimethylaniline tert-butyl-4-(5-cyclobutyl-1H-pyrazol-3-yl)piperazine-1-carboxylate C(C)(C)(C)OC(=O)N1CCN(CC1)C1=NNC(=C1)C1CCC1.CN(C1=C(C(=CC=C1)C)C)CCCO